CN(CCN1N=CC(=C1)C1=C2C(=NC=C1)N(N=C2C2CN(C2)C(C(=C)F)=O)C2=CC=C(C=C2)OC(F)(F)F)C 1-(3-(4-(1-(2-(dimethylamino)ethyl)-1H-pyrazol-4-yl)-1-(4-(trifluoromethoxy)phenyl)-1H-pyrazolo[3,4-b]pyridin-3-yl)azetidin-1-yl)-2-fluoroprop-2-en-1-one